4-[[1-[[(2-Hydroxypyridin-3-yl)amino]methyl]-2-azabicyclo[2.1.1]hexan-4-yl]methoxy]-1,6-dimethylpyridin-2-one hydrochloride Cl.OC1=NC=CC=C1NCC12NCC(C1)(C2)COC2=CC(N(C(=C2)C)C)=O